(6AR,9R,10AS)-6,6,9-Trimethyl-3-pentyl-6A,7,8,9,10,10A-hexahydro-6H-1,9-epoxybenzo[C]chromene CC1(OC=2C=C(C=C3C2[C@@H]2[C@H]1CC[C@](C2)(O3)C)CCCCC)C